trimethoxyethylammonium COC(C[NH3+])(OC)OC